COC(=O)C1=C(NC(=C(C1C=1C2=C(SC1)C(=CC=C2)C#N)C(C)=O)C)C2CC2 5-acetyl-4-(7-cyanobenzo[b]thiophen-3-yl)-2-cyclopropyl-6-methyl-1,4-dihydropyridine-3-carboxylic acid methyl ester